OC(COC=1C=C(C=2N(C1C)N=CC2C#N)C=2C=NC(=CC2)N2CC1N(C(C2)C1)CC=1C=NC(=CC1)OC)(C)C 6-(2-hydroxy-2-methylpropoxy)-4-(6-(6-((6-methoxypyridin-3-yl)methyl)-3,6-diazabicyclo[3.1.1]heptan-3-yl)pyridin-3-yl)-7-methylpyrazolo[1,5-a]pyridine-3-carbonitrile